C(C1=CC=CC=C1)SC1=CC=C(C=C1)NC[C@H]([C@H](CC1=CC=CC=C1)NC(OC(C)(C)C)=O)O tert-butyl (2S,3R)-4-(4-(benzylthio) phenylamino)-3-hydroxy-1-phenylbut-2-ylcarbamate